C(C)(C)(C)OC(=O)N1[C@H](C[C@H](C1)OC)C(NC1=C(C=CC(=C1)C(CCC1CC1)N1C(C=CC=C1)=O)F)=O (2r,4r)-2-(5-((+)-3-cyclopropyl-1-(2-oxopyridin-1(2H)-yl)propyl)-2-fluorophenylcarbamoyl)-4-methoxypyrrolidine-1-carboxylic acid tert-butyl ester